C1(=CC=C(C=C1)C(=O)N1[C@@H](CC[C@@H]1C1=NC=CC=C1)C(=O)O)C1=CC=CC=C1 (2s,5r)-1-([1,1'-biphenyl]-4-carbonyl)-5-(pyridin-2-yl)pyrrolidine-2-carboxylic acid